O1C(=NC2=C1C=CC=C2)N[C@H](C(=O)N[C@@H](C)C2=NC1=C(N2)C=CC=C1F)CC(=O)N1[C@H](CCCC1)CC (2S)-2-(1,3-benzoxazol-2-ylamino)-4-[(2S)-2-ethyl-1-piperidyl]-N-[(1S)-1-(4-fluoro-1H-benzimidazol-2-yl)ethyl]-4-oxo-butanamide